CC(OC(NCCOCCOC(=O)OC=1C=C2C=CC(=NC2=CC1)C(=O)OC(C)(C)C)=O)(C)C tert-butyl 6-((11,11-dimethyl-9-oxo-2,5,10-trioxa-8-azadodecanoyl)oxy)quinoline-2-carboxylate